C1([C@H](O)[C@H](O)[C@H](O1)CO)C1=NC=C2CC=NC2=N1 D-ribofuranosyl-7-desazapurine